COCC(CC)N1N=CC=C1 1-(1-methoxybutan-2-yl)-1H-pyrazol